CS(=O)(=O)C=1C=NC(=NC1)N1C[C@H](N([C@H](C1)C)C(=O)OC1CC2(CN(C2)CC2=CC=C(C=C2)OC)C1)C 2-[(4-methoxyphenyl)methyl]-2-azaspiro[3.3]heptan-6-yl (2R,6S)-4-(5-methanesulfonylpyrimidin-2-yl)-2,6-dimethylpiperazine-1-carboxylate